COC=1C2=C(NCCN1)C1=C(O2)C=CC(=C1)C(F)(F)F 5-methoxy-9-(trifluoromethyl)-2,3-dihydro-1H-benzofuro[3,2-e][1,4]diazepine